((((2R)-1-acetyl-4-(4-(difluoromethoxy)-3-isopropoxyphenyl) pyrrolidin-2-yl) methyl) carbamoyl) benzoate C(C1=CC=CC=C1)(=O)OC(NC[C@@H]1N(CC(C1)C1=CC(=C(C=C1)OC(F)F)OC(C)C)C(C)=O)=O